CN=C(C)C1=NC=CC=C1 2-[1-(Methylimino)ethyl]pyridine